C(C)OC(C(CC=1C=C(C=CC1)C(C(=O)O)(CCCC(CS(=O)(=O)CCO)(C)C)C)OC)=O 2-(3-(3-ethoxy-2-methoxy-3-oxopropyl)phenyl)-7-((2-hydroxyethyl)sulfonyl)-2,6,6-trimethylheptanoic acid